Ethyl 2-[3-[(3-bromo-5-methoxycarbonyl-benzoyl) amino] propionylamino]-4-methyl-thiazole-5-carboxylate BrC=1C=C(C(=O)NCCC(=O)NC=2SC(=C(N2)C)C(=O)OCC)C=C(C1)C(=O)OC